OCC1=CC(N(N=C1)CC1=CC=C(C=C1)OC)=O 5-(hydroxymethyl)-2-[(4-methoxyphenyl)methyl]pyridazin-3-one